C1(=C(C=CC=C1)OB(O)O)C1=CC=CC=C1 [1,1'-biphenyl]-2-yl-boric acid